C(C)(C)(C)OC(=O)N1CC2(CCN3N=C(C=C32)C=3C=NC(=C(C3)OC(C)C=3C=NC=NC3)N)CC1 tert-butyl-2'-(6-amino-5-{[1-(pyrimidin-5-yl)ethyl]oxy}pyridin-3-yl)-5',6'-dihydrospiro[pyrrolidine-3,4'-pyrrolo[1,2-b]pyrazole]-1-carboxylate